C1(CC1)C=1NC(=NN1)C1CC2(CN(C2)C(=O)N2CC3(C2)CC(C3)CC3=C(C#N)C=C(C=C3)C(F)(F)F)C1 2-[[2-[6-(5-cyclopropyl-4H-1,2,4-triazol-3-yl)-2-azaspiro[3.3]heptane-2-carbonyl]-2-azaspiro[3.3]heptan-6-yl]methyl]-5-(trifluoromethyl)benzonitrile